1,3,7-trimethyl-8-(propylsulfanyl)-1H-purine-2,6(3H,7H)-dione CN1C(N(C=2N=C(N(C2C1=O)C)SCCC)C)=O